CN(CC#N)C 2-(dimethylamino)acetonitrile